1-(4-formylphenyl)-3-methyl-1H-pyrazole-5-carbonitrile C(=O)C1=CC=C(C=C1)N1N=C(C=C1C#N)C